C1CN(CCC2=C1C=C(C(=C2)C(=O)OC)C(=O)OC)C(=O)OC(C)(C)C 3-(Tert-butyl) 7,8-dimethyl 1,2,4,5-tetrahydro-3H-benzo[d]azepine-3,7,8-tricarboxylate